C(#N)C1=C(C=C(C2=C1CCO2)C2=CC=C(C=C2)[C@@H](C(F)(F)F)C)NCC(C(=O)O)=C (S)-2-(((4-Cyano-7-(4-(1,1,1-trifluoropropan-2-yl)phenyl)-2,3-dihydrobenzofuran-5-yl)amino)methyl)acrylic acid